CC=1C=C(CNCCC2=CC(=CC=C2)C)C=CC1 N-(3-methylbenzyl)-1-(3-methylbenzyl)methylamine